BrC1=CC2=C(N=C(N=C2)NC)N2C1=NN=C2 6-bromo-N-methyl-[1,2,4]triazolo[4',3':1,6]pyrido[2,3-d]pyrimidin-2-amine